(5Z)-2-(Cyclohexylamino)-5-(1H-indazol-5-ylmethylene)-3-methyl-imidazol-4-one C1(CCCCC1)NC1=N\C(\C(N1C)=O)=C/C=1C=C2C=NNC2=CC1